BrC1=CC=C(C=C1)N1C(CCC1)=O N-(4-bromophenyl)pyrrolidin-2-one